3-(5-(4-((1-(5-methoxy-2-(1-methyl-1H-pyrazol-4-yl)-4-nitrophenyl)piperidin-4-yl)methyl)piperazin-1-yl)-3-methyl-2-oxo-2,3-dihydro-1H-benzo[d]imidazol-1-yl)piperidine-2,6-dione COC=1C(=CC(=C(C1)N1CCC(CC1)CN1CCN(CC1)C1=CC2=C(N(C(N2C)=O)C2C(NC(CC2)=O)=O)C=C1)C=1C=NN(C1)C)[N+](=O)[O-]